COC(C1=CC(=CC=C1)NC1CCC2=CC(=CC=C12)NC(C=C)=O)=O methyl-3-((5-acrylamido-2,3-dihydro-1H-inden-1-yl)amino)benzoate